NC1=NC=CC(=C1Cl)SC=1C=CC=2C(=NC=C(N2)N2CCC3(CC2)[C@H](C2=CC(=CC=C2C3)C)N)N1 (R)-1'-(6-((2-amino-3-chloropyridin-4-yl)thio)pyrido[2,3-b]pyrazin-2-yl)-6-methyl-1,3-dihydrospiro[inden-2,4'-piperidin]-1-amine